(1R,2S)-7-chloro-1-hydroxy-2,3-dihydro-1H-inden-2-yl carbamate C(N)(O[C@@H]1[C@@H](C2=C(C=CC=C2C1)Cl)O)=O